C(C=C)OC1=C(C=CC(=C1F)F)C(N1N2C(C(N(C1)C1(CCC1)C=C)=O)=C(C(C=C2)=O)OCC2=CC=CC=C2)C2=C(SC=C2)C 1-((2-(allyloxy)-3,4-difluorophenyl)(2-methylthiophen-3-yl)methyl)-5-(benzyloxy)-3-(1-vinylcyclobutyl)-2,3-dihydro-1H-pyrido[2,1-f][1,2,4]triazine-4,6-dione